N[C@H]1[C@@H]2N(C[C@H]1CC2)C(=O)C2=CC1=C(N(C(=N1)C=1N(C3=CC(=CC=C3C1)C1=CC=C3CCNC(C3=C1)=O)CC1CC1)C)C(=C2)OC 7-(2-{5-[(1R,4R,7R)-7-amino-2-azabicyclo[2.2.1]heptane-2-carbonyl]-7-methoxy-1-methyl-1H-1,3-benzodiazol-2-yl}-1-(cyclopropylmethyl)-1H-indol-6-yl)-1,2,3,4-tetrahydroisoquinolin-1-one